FCCOC(C(CC)(CC)NC(=O)C1=NC(=C(N=C1)N1CC(C1)OC)OCC1CC1)=O 2-{[6-(cyclopropylmethoxy)-5-(3-methoxyazetidin-1-yl)pyrazine-2-carbonyl]amino}-2-ethylbutyric acid 2-fluoroethyl ester